N-(2-(benzyloxy)-2-oxoethyl)-N-((E)-4-(((1r,4r)-4-(2-(dibenzylamino)ethoxy)cyclohexyl)oxy)but-2-enoyl)glycine trifluoroacetic acid salt FC(C(=O)O)(F)F.C(C1=CC=CC=C1)OC(CN(CC(=O)O)C(\C=C\COC1CCC(CC1)OCCN(CC1=CC=CC=C1)CC1=CC=CC=C1)=O)=O